5-chloro-2-((3,5-dimethylisoxazol-4-yl)methoxy)-N-(4-sulfamoylbenzyl)benzamide ClC=1C=CC(=C(C(=O)NCC2=CC=C(C=C2)S(N)(=O)=O)C1)OCC=1C(=NOC1C)C